tert-butyl (3-methyl-1-(tetrahydro-2H-pyran-2-yl)-1H-imidazol-4-yl)carbamate CN1CN(C=C1NC(OC(C)(C)C)=O)C1OCCCC1